9,13-Dimethyltetracosane CC(CCCCCCCC)CCCC(CCCCCCCCCCC)C